BrC1=C(C2=C(N=C(N=C2)NC2=NC=C(C=C2)N2CCNCCC2)N(C1=O)C1CCCC1)C 6-Bromo-8-cyclopentyl-2-(5-[1,4]diazepan-1-yl-pyridin-2-ylamino)-5-methyl-8H-pyrido[2,3-d]pyrimidin-7-one